(S)-(4-(3-chloro-4-fluoro-2-((phenyl-d5)carbamoyl)phenyl)-3-oxobut-2-yl)carbamate ClC=1C(=C(C=CC1F)CC([C@H](C)NC([O-])=O)=O)C(NC1=C(C(=C(C(=C1[2H])[2H])[2H])[2H])[2H])=O